CNC1=NC(=NC=C1)N1N=C(C(=C1)C1=CN=C(N1)C(=O)N)C(F)(F)F 5-[1-[4-(methylamino)pyrimidin-2-yl]-3-(trifluoromethyl)pyrazol-4-yl]imidazole-2-carboxamide